8-(benzoylamino)-7-cyclobutyl-N-[(3R)-1,1-dioxo-2,3-dihydrothiophen-3-yl]-2-oxo-1H-quinoline-3-carboxamide C(C1=CC=CC=C1)(=O)NC=1C(=CC=C2C=C(C(NC12)=O)C(=O)N[C@H]1CS(C=C1)(=O)=O)C1CCC1